tetra(nonan-3-yl) 9,9',9'',9'''-((((5-(methoxycarbonyl)isophthaloyl)bis(azanediyl))bis(propane-3,1-diyl))bis(azanetriyl))tetranonanoate COC(=O)C=1C=C(C=C(C(=O)NCCCN(CCCCCCCCC(=O)OC(CC)CCCCCC)CCCCCCCCC(=O)OC(CC)CCCCCC)C1)C(=O)NCCCN(CCCCCCCCC(=O)OC(CC)CCCCCC)CCCCCCCCC(=O)OC(CC)CCCCCC